N1N=CN=C2C1=NC(NC2=O)=O pyrimido[5,4-e][1,2,4]triazine-5,7(1H,6H)-dione